tert-butyl N-[2-cyano-4-(methylcarbamoyl)phenyl]-N-[3-(8-{[(3S,4R)-3-fluoro-1-methylpiperidin-4-yl]amino}-3-(2,2,2-trifluoroethyl)imidazo[1,2-a]pyridin-2-yl)prop-2-yn-1-yl]carbamate C(#N)C1=C(C=CC(=C1)C(NC)=O)N(C(OC(C)(C)C)=O)CC#CC=1N=C2N(C=CC=C2N[C@H]2[C@H](CN(CC2)C)F)C1CC(F)(F)F